S1C(=NC2=C1C=CC=C2)C2=CC=C(C=C2)NC2=CC=C(C=C2)C=2OC1=C(C2)C=CC=C1 (4-benzothiazol-2-yl-phenyl)-(4-benzofuran-2-yl-phenyl)amine